C(N)(=S)N[C@H](C(=O)N1[C@@H]([C@H]2C([C@H]2C1)(C)C)C(=O)OC(C)(C)C)C(C)(C)C tert-butyl (1R,2S,5S)-3-[(2S)-2-(carbamothioylamino)-3,3-dimethyl-butanoyl]-6,6-dimethyl-3-azabicyclo[3.1.0]hexane-2-carboxylate